C(C)(C)(C)OC(=O)N([C@H](C(=O)OC(C)(C)C)CCC(=O)OC)C(=O)OC O1-tert-butyl O5-methyl (2S)-2-[tert-butoxycarbonyl (methoxycarbonyl)amino]pentanedioate